6-(3-ethylsulfanyl-1-oxido-pyridin-1-ium-2-yl)-1-(2,2,3,3,3-pentafluoropropyl)-4H-pyrido[3,4-d][1,3]oxazin-2-one C(C)SC=1C(=[N+](C=CC1)[O-])C1=CC2=C(N(C(OC2)=O)CC(C(F)(F)F)(F)F)C=N1